4-(4-chlorobenzyl)-7-(3-fluorobenzyl)-6,7,8,9-tetrahydropyrido[3,4-e][1,2,4]triazolo[1,5-a]pyrimidine-5(4H)-one ClC1=CC=C(CN2C=3N(C4=C(C2=O)CN(CC4)CC4=CC(=CC=C4)F)N=CN3)C=C1